C(CCCCCCCCC)CC(C)=O decylacetone